1-chloro-3-(4-chlorophenoxy)benzene ClC1=CC(=CC=C1)OC1=CC=C(C=C1)Cl